[C@H]12CN(C[C@H](CC1)N2)C2=NC(=NC1=C(C(=CC=C21)C2=CC(=CC(=N2)N)C(F)(F)F)F)OC[C@]21CCCN1C[C@@H](C2)F 6-(4-((1R,5S)-3,8-diazabicyclo[3.2.1]octan-3-yl)-8-fluoro-2-(((2R,7aS)-2-fluorotetrahydro-1H-pyrrolizin-7a(5H)-yl)methoxy)quinazolin-7-yl)-4-(trifluoromethyl)pyridin-2-amine